(2S)-2-[(3-acetoxy-4-methoxy-pyridine-2-carbonyl) amino]Propionate C(C)(=O)OC=1C(=NC=CC1OC)C(=O)N[C@H](C(=O)[O-])C